4-ethyl-3-[(2-phenyl-1,3-oxazole-5-carbonyl)amino]benzoic acid C(C)C1=C(C=C(C(=O)O)C=C1)NC(=O)C1=CN=C(O1)C1=CC=CC=C1